methyl 4-((5-cyclopropyl-3-isopropylpyrazolo[1,5-a]pyrimidin-7-yl)amino)piperidine-1-carboxylate C1(CC1)C1=NC=2N(C(=C1)NC1CCN(CC1)C(=O)OC)N=CC2C(C)C